C(#N)N1[C@@H]2C[C@@H]2[C@H](C1)NC(=O)C1=CC(=NN1)C1=C(C=CC=C1)OC1=CC=CC=C1 N-((1R,4R,5R)-2-Cyano-2-azabicyclo[3.1.0]hexan-4-yl)-3-(2-phenoxyphenyl)-1H-pyrazol-5-carboxamid